[Cl-].[Mg+2].[OH-].[Mg+2] magnesium hydroxide magnesium chloride